5-(4-(1-Hydroxyethyl)phenyl)-2-oxo-6-(trifluoromethyl)-1,2-dihydropyridine-3-carboxamide OC(C)C1=CC=C(C=C1)C=1C=C(C(NC1C(F)(F)F)=O)C(=O)N